C(C)(C)(C)OC(=O)N1CC(CC1)NC(CN1C(=CC2=C1N=CN=C2Cl)CO)=O 3-(2-(4-chloro-6-(hydroxymethyl)-7H-pyrrolo[2,3-d]pyrimidin-7-yl)acetamido)pyrrolidine-1-carboxylic acid tert-butyl ester